tert-butyl (S)-3-((2-methylbenzyl)amino)-4-oxo-4,6,7,8-tetrahydropyrrolo[1,2-a]pyrimidine-6-carboxylate CC1=C(CNC2=CN=C3N(C2=O)[C@@H](CC3)C(=O)OC(C)(C)C)C=CC=C1